2-fluoro-N-((2R)-4-methyl-1-(9-methyl-10-oxo-7-phenyl-3,9-diazaspiro[5.5]undecan-3-yl)-1-oxopentan-2-yl)-5-(trifluoromethyl)benzamide FC1=C(C(=O)N[C@@H](C(=O)N2CCC3(CC2)C(CN(C(C3)=O)C)C3=CC=CC=C3)CC(C)C)C=C(C=C1)C(F)(F)F